ClC1=C(C=CC=C1C1=NC=NC=C1)SC1=NC=CC=C1 2-((2-chloro-3-(pyrimidin-4-yl)phenyl)mercapto)pyridin